ClC1=C(C(=NC(=N1)SCCC)NC1CCC1)N 6-Chloro-N4-cyclobutyl-2-(propylthio)pyrimidine-4,5-diamine